vinyl-bicyclo[1.1.0]butane C(=C)C12CC2C1